2-methyl-5-((trimethylsilyl)ethynyl)pyridine CC1=NC=C(C=C1)C#C[Si](C)(C)C